O1CCN(C(CC1)C(=O)OC)C(=O)OC(C)(C)C 4-(tert-butyl) 5-methyl 1,4-oxazepane-4,5-dicarboxylate